1-benzyl 6-methyl (Z)-3-methylhexan-2-en-4-ynedioate C/C(=C/C(=O)OCC1=CC=CC=C1)/C#CC(=O)OC